3-((3,3,4,4,5,5-hexafluorohexyl)oxy)-4-(1-(methyl-d3)-1,2,5,6-tetrahydropyridin-3-yl)-1,2,5-thiadiazole FC(CCOC1=NSN=C1C=1CN(CCC1)C([2H])([2H])[2H])(C(C(C)(F)F)(F)F)F